C1=CC=CC=2N(CC3=CC=CC=C3C12)O phenanthridin-5-ol